4-(4-{2-[2-hydroxy-2-(6-hydroxy-3-oxo-3,4-dihydro-2H-benzo[1,4]oxazin-8-yl)-ethylamino]-2-methyl-propyl}-phenoxy)-butyric acid OC(CNC(CC1=CC=C(OCCCC(=O)O)C=C1)(C)C)C1=CC(=CC=2NC(COC21)=O)O